O=C1NC(CCC1N1C(C2=CC=C(C=C2C1=O)NC1CC(C1)OCCCN(C(OCC1=CC=CC=C1)=O)C)=O)=O Benzyl N-[3-[3-[[2-(2,6-dioxo-3-piperidyl)-1,3-dioxo-isoindolin-5-yl]amino]cyclobutoxy] propyl]-N-methyl-carbamate